4-(2-methoxyphenyl)-6-methyl-N-[6-(pyrrolidine-1-carbonyl)imidazo[2,1-b][1,3,4]thiadiazol-2-yl]pyridine-3-carboxamide COC1=C(C=CC=C1)C1=C(C=NC(=C1)C)C(=O)NC1=NN2C(S1)=NC(=C2)C(=O)N2CCCC2